OC(C(=O)NC=1C=2N=CN([C@H]3[C@H](O)[C@H](O)[C@@H](CO)O3)C2N=CN1)C(C)C N6-(cis-hydroxyisovaleryl)adenosine